FC(N1N=CC=C1C(=O)N1[C@@H](C2=C(CC1)NC=N2)C=2OC1=C(N2)C=CC(=C1)C)F (S)-(1-(difluoromethyl)-1H-pyrazol-5-yl)(4-(6-methylbenzo[d]oxazol-2-yl)-6,7-dihydro-1H-imidazo[4,5-c]pyridin-5(4H)-yl)methanone